C(C)OC(=O)[C@H]1[C@H]2CC([C@@H]([C@H]1NC(=O)OCC1=CC=CC=C1)CC2)(F)F (1R,2S,3S,4R)-3-(((benzyloxy)carbonyl)amino)-5,5-difluorobicyclo[2.2.2]octane-2-carboxylic acid ethyl ester